CN([C@@H](C(C)C)C(=O)OC)C(=O)[C@@H]1CN(CC1)C(=O)C1[N@](C1)C(C1=CC=CC=C1)(C1=CC=CC=C1)C1=CC=CC=C1 methyl N-methyl-N-((S)-1-((S)-1-tritylaziridine-2-carbonyl) pyrrolidine-3-carbonyl)-L-valinate